N6-dimethyladenosine CN(C)C1=NC=NC2=C1N=CN2[C@H]3[C@@H]([C@@H]([C@H](O3)CO)O)O